C(C)OC1=C(O[C@H]2CN(CCC2)C2=CN=CC(=N2)NC2=NC=CC(=N2)N2CC(CCC2)(C(=O)OCC)C)C=CC=C1 Ethyl 1-(2-((6-((R)-3-(2-ethoxyphenoxy) piperidin-1-yl) pyrazin-2-yl) amino) pyrimidin-4-yl)-3-methylpiperidine-3-carboxylate